C(CN(C=P(O)=O)C=P(O)=O)N(C=P(O)=O)C=P(O)=O ethylenediamine-tetrakis(methylenephosphinic acid)